4-((R)-2-((S)-3-(3-aminophenyl)-3-methyl-2-(methylamino)butyrylamino)-N,3,3-trimethylbutyrylamino)-2,5-dimethylhex-2-enoic acid ethyl ester C(C)OC(C(=CC(C(C)C)N(C)C([C@@H](C(C)(C)C)NC([C@H](C(C)(C)C1=CC(=CC=C1)N)NC)=O)=O)C)=O